deoxythymidine monophosphate Phosphate P(=O)(O)(O)OC[C@@H]1[C@H](C[C@@H](O1)N1C(=O)NC(=O)C(C)=C1)OP(=O)(O)O